5-methylamino-N-methylpyrazole CNC1=CC=NN1C